tert-butyl (2-bromo-4-methyl-6-nitrophenyl)(3-methoxy-2-oxopropyl)carbamate BrC1=C(C(=CC(=C1)C)[N+](=O)[O-])N(C(OC(C)(C)C)=O)CC(COC)=O